DL-cystine-d4 C([C@@](C(=O)O)(N[2H])[2H])(SSC[C@@H](C(=O)O)N)([2H])[2H] |r|